[3-[2-(morpholinomethyl)-1-(2-trimethylsilylethoxymethyl) pyrrolo[2,3-b]pyridin-5-yl] cyclopentyl] N-isopropylcarbamate C(C)(C)NC(OC1CC(CC1)C=1C=C2C(=NC1)N(C(=C2)CN2CCOCC2)COCC[Si](C)(C)C)=O